tert-Butyl (R)-4-(2-((tert-butoxycarbonyl)amino)-2-methylpropyl)-2-oxopiperidine-1-carboxylate C(C)(C)(C)OC(=O)NC(C[C@@H]1CC(N(CC1)C(=O)OC(C)(C)C)=O)(C)C